benzooxathiol oxide O1S(CC2=C1C=CC=C2)=O